ClC=1C(=NN(C1C=O)C)C 4-CHLORO-1,3-DIMETHYL-1H-PYRAZOLE-5-CARBALDEHYDE